C(C)(C)C=1C(OC(C1)=O)=O 3-isopropylfuran-2,5-dione